2,2',2''-(10-((6-methylpyridin-2-yl)methyl)-1,4,7,10-tetraazacyclododecane-1,4,7-triyl)triacetic acid CC1=CC=CC(=N1)CN1CCN(CCN(CCN(CC1)CC(=O)O)CC(=O)O)CC(=O)O